C(CCCCCCC\C=C/C\C=C/CCCCC)(=O)OCCCCCCCCCCCCCCCCCCCCCCCCCC(=O)O 26-linoleoyloxy-hexacosanoic acid